1-(2-(1H-pyrazolo[3,4-b]pyridine-4-carbonyl)-2-azaspiro[3.3]heptan-6-yl)-1-methyl-3-(5-(trifluoromethoxy)pyridin-3-yl)urea N1N=CC2=C1N=CC=C2C(=O)N2CC1(C2)CC(C1)N(C(=O)NC=1C=NC=C(C1)OC(F)(F)F)C